FCCN1CC(C1)OCC1=C(N)C=CC=C1 2-([[1-(2-fluoroethyl)azetidin-3-yl]oxy]methyl)aniline